CC=1OC2=C(C1C(=O)O)C=C(C=C2)OCC2=C(N=CO2)C 2-Methyl-5-((4-methyloxazol-5-yl)methoxy)benzofuran-3-carboxylic acid